(E)-3-(6-amino-pyridin-3-yl)-N-((5-(4-(4,4-difluoro-piperidine-1-carbonothioyl)phenyl)-7-(pyridin-4-yl)benzofuran-2-yl)methyl)acrylamide NC1=CC=C(C=N1)/C=C/C(=O)NCC=1OC2=C(C1)C=C(C=C2C2=CC=NC=C2)C2=CC=C(C=C2)C(=S)N2CCC(CC2)(F)F